CN1N=C(C(=C1)NC(=O)C=1N=C(OC1)C1=CC(=NC=C1)NCC(F)(F)F)C(=O)O 1-Methyl-4-[[2-[2-(2,2,2-trifluoroethylamino)-4-pyridyl]oxazole-4-carbonyl]amino]pyrazole-3-carboxylic acid